CS(=O)(=O)O[C@@H](CN(C(C)C)CC=1N(N=C(C1I)OC(C)C)CCO[Si](C)(C)C(C)(C)C)C [(1R)-2-[[2-[2-[tert-butyl(dimethyl) silyl]oxyethyl]-4-iodo-5-isopropoxy-pyrazol-3-yl]methyl-isopropyl-amino]-1-methyl-ethyl] methanesulfonate